(S)-2-((4-(3-((7-((9-acryloyl-3,9-diazaspiro[5.5]undec-3-yl)sulfonyl)-2,7-diazaspiro[3.5]nonan-2-yl)methyl)pyrrolidin-1-yl)pyrimidin-5-yl)oxy)-5-fluoro-N,N-diisopropyl-benzamide C(C=C)(=O)N1CCC2(CCN(CC2)S(=O)(=O)N2CCC3(CN(C3)C[C@H]3CN(CC3)C3=NC=NC=C3OC3=C(C(=O)N(C(C)C)C(C)C)C=C(C=C3)F)CC2)CC1